COC1=CC=C(C=C1)N(C1=CC=C(C=C1)OC)C1=CC=2C3(C4=CC(=CC=C4C2C=C1)N(C1=CC=C(C=C1)OC)C1=CC=C(C=C1)OC)C1=CC(=CC=C1C=1C=CC(=CC13)N(C1=CC=C(C=C1)OC)C1=CC=C(C=C1)OC)N(C1=CC=C(C=C1)OC)C1=CC=C(C=C1)OC 2,2',7,7'-tetra[N,N-bis(4-methoxyphenyl)amino]-9,9'-spirobifluorene